tert-butyl (S)-4-(((R)-tert-butylsulfinyl)amino)-2-thia-8-azaspiro[4.5]decane-8-carboxylate 2,2-dioxide C(C)(C)(C)[S@@](=O)N[C@@H]1CS(CC12CCN(CC2)C(=O)OC(C)(C)C)(=O)=O